N-(5,7-difluoro-1,3-benzothiazol-2-yl)adamantane-2-carboxamide FC=1C=C(C2=C(N=C(S2)NC(=O)C2C3CC4CC(CC2C4)C3)C1)F